ClC=1C(=C(C=CC1)NCC(=O)N1[C@H]2CC([C@@H]([C@H]1C(=O)N[C@@H](C[C@H]1C(NCC1)=O)\C=C(/S(=O)(=O)C)\F)CC2)(F)F)C (1R,3S,4R)-2-((3-chloro-2-methylphenyl)glycyl)-5,5-difluoro-N-((S,Z)-4-fluoro-4-(methylsulfonyl)-1-((S)-2-oxopyrrolidin-3-yl)but-3-en-2-yl)-2-azabicyclo[2.2.2]octane-3-carboxamide